NC=1NC(C2=C(N1)NC(=C2C=2C=CC1=C(OCCN1C)C2)C2=CC=C(C=C2)S(=O)(=O)N(C)C)=O 4-(2-amino-5-(4-methyl-3,4-dihydro-2H-benzo[b][1,4]oxazin-7-yl)-4-oxo-4,7-dihydro-3H-pyrrolo[2,3-d]pyrimidin-6-yl)-N,N-dimethylbenzenesulfonamide